1,3,5,7-Tetrakis(phenyl)-2,6-diaza-s-indacene C1(=CC=CC=C1)C1=NC(=C2C=C3C(=NC(=C3C=C12)C1=CC=CC=C1)C1=CC=CC=C1)C1=CC=CC=C1